8-amino-N-[4-({[1-(4,4-difluorocyclohexyl)piperidin-4-yl]oxy}methyl)-1,3-thiazol-2-yl]-4,4-dimethyl-1-(tetrahydro-2H-pyran-2-yl)-4,5-dihydro-1H-pyrazolo[4,3-H]quinazoline-3-carboxamide NC1=NC=2C3=C(C(CC2C=N1)(C)C)C(=NN3C3OCCCC3)C(=O)NC=3SC=C(N3)COC3CCN(CC3)C3CCC(CC3)(F)F